N-(1-(3-methoxypropyl)piperidin-4-yl)propanamide COCCCN1CCC(CC1)NC(CC)=O